FC1=CC=C(C=C1)N1C(SC=C1C=1C=C(C(=O)NCCCCC2=CC=CC=C2)C=CC1)=O 3-(3-(4-fluorophenyl)-4-thiazolinonyl)-N-(4-phenylbutyl)benzamide